NC1CCN(CC1)C=1C(=NC2=CC=CC=C2N1)C(C(=O)OCC1=CC=CC=C1)C#N benzyl 2-(3-(4-aminopiperidin-1-yl)quinoxalin-2-yl)-2-cyanoacetate